2-(2-methyl-6-oxo-5-(2-phenylthiazole-4-carboxamido)pyrimidin-1(6H)-yl)acetic acid CC=1N(C(C(=CN1)NC(=O)C=1N=C(SC1)C1=CC=CC=C1)=O)CC(=O)O